FC(OC=1C=C(C=CC1F)C=1C=C(C=NC1)CN1COC[C@H]1C(C)C)F (4R)-3-[[5-[3-(Difluoromethoxy)-4-fluoro-phenyl]-3-pyridyl]methyl]-4-isopropyl-oxazolidin